1,3-diphenylguanidine hydrofluoride F.C1(=CC=CC=C1)NC(=N)NC1=CC=CC=C1